(R)-4-(1-(5-(difluoromethyl)-1,3,4-thiadiazol-2-yl)-6-(N-(1-methylcyclopropyl)sulfamoyl)-1H-benzo[d]imidazol-4-yl)-N-methylmorpholine-2-carboxamide FC(C1=NN=C(S1)N1C=NC2=C1C=C(C=C2N2C[C@@H](OCC2)C(=O)NC)S(NC2(CC2)C)(=O)=O)F